CC=1C(=CC=2N(C1)N=CC2)N 6-methylpyrazolo[1,5-a]pyridin-5-amine